S(=O)(=O)=C1N=NC=N1 SULPHONYL-1,2,4-TRIAZOLE